O[C@H]1[C@@H](CCC1)N1C(C2=CC(=C(C=C2C1)C)CC1=CC=C(C=C1)C1=CC(=NC=C1)C)=O (trans-2-hydroxycyclopentyl)-5-methyl-6-(4-(2-methylpyridin-4-yl)benzyl)isoindolin-1-one